[PH2](OCCC)=O n-propyl phosphinate